N-(2-(2-(2-(((1H-benzo[d][1,2,3]triazol-1-yl)methyl)amino)-2-oxoacetyl)pyrrolidin-1-yl)-2-oxoethyl)-6-(3-(piperidin-1-yl)propoxy)quinoline-4-carboxamide N1(N=NC2=C1C=CC=C2)CNC(C(=O)C2N(CCC2)C(CNC(=O)C2=CC=NC1=CC=C(C=C21)OCCCN2CCCCC2)=O)=O